N-([1,1'-biphenyl]-4-yl)-N-phenyl-8-(9-phenyl-9H-carbazol-3-yl)dibenzo[b,d]thiophen-2-amine C1(=CC=C(C=C1)N(C1=CC2=C(SC3=C2C=C(C=C3)C=3C=CC=2N(C4=CC=CC=C4C2C3)C3=CC=CC=C3)C=C1)C1=CC=CC=C1)C1=CC=CC=C1